C(C)(C)(C)OC(=O)N1CCC(CC1)COC1=NC=CC(=C1)[C@@H](C(C(=O)OCC)C)C1CC1 4-(((4-((1R)-1-cyclopropyl-3-ethoxy-2-methyl-3-oxopropyl)pyridin-2-yl)oxy)methyl)piperidine-1-carboxylic acid tert-butyl ester